FC1=C(C=CC=C1F)CN1C[C@@H](N(C[C@H]1C)C1=CC(N(C=2C=CC(=NC12)C#N)C)=O)C 8-[(2S,5R)-4-[(2,3-difluorophenyl)methyl]-2,5-dimethylpiperazin-1-yl]-5-methyl-6-oxo-5,6-dihydro-1,5-naphthyridine-2-carbonitrile